Tert-butyl (1RS,4SR,6RS)-6-hydroxy-2-azabicyclo[2.2.1]heptane-2-carboxylate O[C@@H]1C[C@H]2CN([C@@H]1C2)C(=O)OC(C)(C)C |r|